F[C@@H]1C[C@@H](CNC1)NC=1C2=C(N=CN1)C(=CC(=N2)C2=CC=C(C=C2)OC(F)(F)F)C(=O)N 4-[[(3s,5r)-5-fluoropiperidin-3-yl]amino]-6-[4-(trifluoromethoxy)phenyl]pyrido[3,2-d]pyrimidine-8-carboxamide